ClC=1C=CC(=C(C(=O)N[C@H](C(=O)NC2=C(C=C(C=C2)[N+](=O)[O-])Cl)C(C)C)C1)O (S)-5-Chloro-N-(1-((2-chloro-4-nitrophenyl)amino)-3-methyl-1-oxobutan-2-yl)-2-hydroxybenzamide